N-(4-(3-cyano-4-hydroxy-6-oxo-1,6-dihydropyridin-2-yl)benzyl)-5-fluoro-2-methoxybenzamide C(#N)C1=C(NC(C=C1O)=O)C1=CC=C(CNC(C2=C(C=CC(=C2)F)OC)=O)C=C1